N-(3-aminophenyl)-4-phenylthiophene-2-carboxamide NC=1C=C(C=CC1)NC(=O)C=1SC=C(C1)C1=CC=CC=C1